C(C1=CC=CC=C1)(=O)N(C(C=C)=O)C(=C)C1=CC=CC=C1 N-benzoyl-N-(1-phenylvinyl)acrylamide